C(N)(=O)CCC(C(NCC1=CC=C(C=C1)S(=O)(=O)C)=O)NC(=O)[C@@H]1CC[C@H]2N1C([C@H](CNCC2)NC(OC(C)(C)C)=O)=O tert-butyl N-[(5S,8S,10aR)-8-[(3-carbamoyl-1-[[(4-methanesulfonyl-phenyl)methyl] carbamoyl]propyl) carbamoyl]-6-oxo-octahydro-1H-pyrrolo[1,2-a][1,5]diazocin-5-yl]carbamate